2,4,8,10-tetra-t-pentyl-6-[3-(3,5-di-t-butyl-4-hydroxyphenyl)propionyloxy]-12-methyl-12H-dibenzo[d,g][1,3,2]dioxaphosphocin C(C)(C)(CC)C1=CC2=C(OP(OC3=C(C2C)C=C(C=C3C(C)(C)CC)C(C)(C)CC)OC(CCC3=CC(=C(C(=C3)C(C)(C)C)O)C(C)(C)C)=O)C(=C1)C(C)(C)CC